6-Chloropurine tert-butyl-4-((4-bromo-1H-indol-1-yl)methyl)-4-fluoropiperidine-1-carboxylate C(C)(C)(C)OC(=O)N1CCC(CC1)(F)CN1C=CC2=C(C=CC=C12)Br.ClC1=C2NC=NC2=NC=N1